5-cis-(4-{[6-chloro-2-(trifluoromethyl)pyridin-3-yl]oxy}-2-cyclopropylpiperidin-1-yl)-2'-ethoxy-N-[(3R)-1-methylpyrrolidin-3-yl]-[2,3'-bipyridine]-6-carboxamide ClC1=CC=C(C(=N1)C(F)(F)F)OC1CC(N(CC1)C=1C(=NC(=CC1)C(=O)N[C@H]1CN(CC1)C)C=1C(=NC=CC1)OCC)C1CC1